C(C=C)OCC(C(=O)OCCOC1CCCCC1)=C cyclohexyloxyethyl α-allyloxymethylacrylate